ClC1=C(C(=O)NC=2C=C3C=C(N(C3=CC2)C)C(=O)NC2=CC(=CC=C2)C(F)(F)F)C=C(C=C1)CNC(C(C)C)=O 5-(2-chloro-5-(isobutyramidomethyl)benzamido)-1-methyl-N-(3-(trifluoromethyl)phenyl)-1H-indole-2-carboxamide